Trans-1,1-dimethylethyl N-[[4-(4-fluoro-N-isopropyl-anilino)cyclohexyl]amino]carbamate FC1=CC=C(N(C(C)C)[C@@H]2CC[C@H](CC2)NNC(OC(C)(C)C)=O)C=C1